CC1=CC=C(C2=C1C=C(O2)CN2C(C1=CN=CC=C1C=C2)=O)C(=O)O 4-methyl-2-((1-oxo-2,7-naphthyridin-2(1H)-yl)methyl)benzofuran-7-carboxylic acid